(R)-1-(imidazo[1,5-a]pyridin-3-yl)-N,N-dimethylpropan-2-amine C=1N=C(N2C1C=CC=C2)C[C@@H](C)N(C)C